4-(1-((6-(((cyclobutylmethyl)amino)methyl)imidazo[1,2-a]pyridin-2-yl)methyl)-1H-1,2,3-triazol-4-yl)-1H-indazole-6-amine C1(CCC1)CNCC=1C=CC=2N(C1)C=C(N2)CN2N=NC(=C2)C2=C1C=NNC1=CC(=C2)N